4-(4-{5-[5-Fluoro-6-(2-methoxyethoxy)-1H-indazol-3-yl]-1,2-oxazol-3-yl}benzoyl)-1lambda6-thiomorpholin-1,1-dion FC=1C=C2C(=NNC2=CC1OCCOC)C1=CC(=NO1)C1=CC=C(C(=O)N2CCS(CC2)(=O)=O)C=C1